C[C@@H]1CC[C@H](CC1)NC(=O)C1=CC2=C(N=C(S2)C2=CC=CC=C2)N1 trans-N-(4-methylcyclohexyl)-2-phenyl-4H-pyrrolo[2,3-d]thiazole-5-carboxamide